NC1=NC(=C2N=CN(C2=N1)CC(=O)NC1=CC(=NN1CC)C)NC1=CC(=NC(=C1)Cl)Cl 2-(2-amino-6-((2,6-dichloropyridin-4-yl)amino)-9H-purin-9-yl)-N-(1-ethyl-3-methyl-1H-pyrazol-5-yl)acetamide